1-(3-bromoprop-1-en-1-yl)-2-chloro-4-fluorobenzene BrCC=CC1=C(C=C(C=C1)F)Cl